ethyl-5-formyl-4-methylbenzoic acid C(C)C1=C(C(=O)O)C=C(C(=C1)C)C=O